2-(Isochroman-4-ylamino)pyrimidine-5-carboxylic acid ethyl ester C(C)OC(=O)C=1C=NC(=NC1)NC1COCC2=CC=CC=C12